tert-butyl (endo)-5-(7-bromo-8-chloro-4-(3-(dimethylamino)azetidin-1-yl)-2-((dimethylamino)methyl)-6-fluoro-1H-imidazo[4,5-c]quinolin-1-yl)-2-azabicyclo[2.1.1]hexane-2-carboxylate BrC=1C(=CC=2C3=C(C(=NC2C1F)N1CC(C1)N(C)C)N=C(N3C3C1CN(C3C1)C(=O)OC(C)(C)C)CN(C)C)Cl